Cl[Si](C1=CC=CC=C1)(C1=CC=CC=C1)Cl dichlorodiphenylsilane